5'-Aminocarbonyl-2',6-difluoro-4-methoxy-[1,1'-biphenyl]-3-carboxylic acid methyl ester COC(=O)C=1C=C(C(=CC1OC)F)C1=C(C=CC(=C1)C(=O)N)F